C(C)C1=C(C=NC=C1)B1OC(C(O1)(C)C)(C)C 4-ethyl-3-(4,4,5,5-tetramethyl-1,3,2-dioxaborolan-2-yl)pyridine